ClC1=CC(=C(OC(C(=O)O)=C)C=C1)C (R)-2-(4-chloro-2-methylphenoxy)acrylic acid